(E)-5,5-dimethyl-2-(1-thia-5-aza-2-indenyl-carbonylamino)-3-hexenoic acid CC(/C=C/C(C(=O)O)NC(=O)C=1SC2=CC=NC=C2C1)(C)C